CC1(CC(CC(C1)C)C(=O)NC=1SC2=C(N1)C=CC(=C2)SC(F)(F)F)C 3,3,5-trimethyl-N-{6-[(trifluoromethyl)sulfanyl]-1,3-benzothiazol-2-yl}cyclohexane-1-carboxamide